C(C1=CC=CC=C1)NC=1C(=C(C=O)C=CC1[N+](=O)[O-])F 3-(benzylamino)-2-fluoro-4-nitrobenzaldehyde